O[C@@H]1C[C@H](N(C1)C(C(C(C)C)C1=CC(=NO1)OC)=O)C=1NC=C(N1)C(=O)N1CCC(CC1)OC1=CC=CC=C1 1-[(2S,4R)-4-hydroxy-2-[4-(4-phenoxypiperidine-1-carbonyl)-1H-imidazol-2-yl]pyrrolidin-1-yl]-2-(3-methoxy-1,2-oxazol-5-yl)-3-methylbutan-1-one